dimethoxyphosphoryl-para-methoxyaniline COP(=O)(OC)NC1=CC=C(C=C1)OC